dilithium 6-fluoro-1,1'-biphenyl FC1=CC=CC=C1C1=CC=CC=C1.[Li].[Li]